C[C@H](CCCC(C)C)[C@H]1CC[C@@H]2[C@@]1(CC[C@H]3C2=CC[C@@H]4[C@@]3(CC[C@@H]([C@@]4(C)C(=O)[O-])O)C)C The molecule is a steroid acid anion that is the conjugate base of 3beta-hydroxy-4beta-methyl-5alpha-cholest-7-ene-4alpha-carboxylic acid, obtained via deprotonation of the carboxy group; major species at pH 7.3. It is a conjugate base of a 3beta-hydroxy-4beta-methyl-5alpha-cholest-7-ene-4alpha-carboxylic acid.